C1(CCCCC1)COC1=C(C2=CC=CC=C2C=C1)CNC1CCN(CC1)C N-((2-(cyclohexylmethoxy)naphthalen-1-yl)methyl)-1-methylpiperidin-4-amine